ClC=1C=C2C(=CNC2=CC1)/C(=C/C=1C=C(C#N)C=CC1OC)/C#N (Z)-3-(2-(5-chloro-1H-indol-3-yl)-2-cyanovinyl)-4-methoxybenzonitrile